(2R,3R,4R,5S)-1-(6-heptan-4-yloxyhexyl)-2-(hydroxymethyl)piperidine-3,4,5-triol CCCC(CCC)OCCCCCCN1[C@@H]([C@H]([C@@H]([C@H](C1)O)O)O)CO